CN1N=C(C(=C1)NC(=O)C=1N=C(OC1)C1=CC(=NC=C1)NCC(F)(F)F)N1C(NCC1)=O N-(1-methyl-3-(2-oxoimidazolin-1-yl)-1H-pyrazol-4-yl)-2-(2-((2,2,2-trifluoroethyl)amino)pyridin-4-yl)-1,3-oxazole-4-carboxamide